1-(5-tert-butylisoxazol-3-yl)-3-(4-(1-(2-chloro-4-(2-morpholinoethoxy)phenyl)-1H-1,2,3-triazol-4-yl)phenyl)urea C(C)(C)(C)C1=CC(=NO1)NC(=O)NC1=CC=C(C=C1)C=1N=NN(C1)C1=C(C=C(C=C1)OCCN1CCOCC1)Cl